diaminoketone NC(=O)N